C(C)OCO[C@H]1NCCC(C1C1=C2C(=C(N=N1)N)C=NC=C2)C(C)=O (R)-1-(2-(ethoxymethoxy)-4-Acetylpiperidin-3-yl)pyrido[3,4-d]pyridazin-4-amine